1-carboxycyclohexane C(=O)(O)C1CCCCC1